C(#N)CCNC1CCCCC1 N-(2-cyanoethyl)-N-(cyclohexyl)-amine